(4z,8z)-dodeca-4,8,11-trien-1-ol C(CC\C=C/CC\C=C/CC=C)O